C1(CC1)[C@@]1(C(N(CC1)C=1C=2N(N=CC1)C=C(C2)C=2C=NN(C2)C)=O)C#N (3R)-3-cyclopropyl-1-[6-(1-methylpyrazol-4-yl)pyrrolo[1,2-b]pyridazin-4-yl]-2-oxopyrrolidine-3-carbonitrile